[(1S)-2,2-dichlorocyclopropyl]-1-(1H-1,2,4-triazol-1-yl)butan-2-ol ClC1([C@@H](C1)C(C(CC)O)N1N=CN=C1)Cl